N1,N1,N7,N7-tetrakis(2-hydroxyethyl)-4,4-dimethyl-heptanediamide OCCN(C(CCC(CCC(=O)N(CCO)CCO)(C)C)=O)CCO